CC=1N(C(=CC1)C)C=1SC2=C(C=NC(=C2)C#N)N1 2-(2,5-Dimethyl-1H-pyrrol-1-yl)thiazolo[4,5-c]pyridine-6-carbonitrile